N12C(=CCS(C2CC1)(=O)=O)C(=O)O 5-thia-1-azabicyclo[4.2.0]oct-2-ene-2-carboxylic acid 5,5-dioxide